2-methyl-5-oxa-2-azaspiro[3.4]octan CN1CC2(C1)OCCC2